C(C)(C)(C)OC(=O)N1[C@H]([C@H](CCC1)C(N(C)CCN1CC(C1)(F)F)=O)C(=O)O (2R,3S)-1-tert-butoxycarbonyl-3-[2-(3,3-difluoroazetidin-1-yl)ethyl-methyl-carbamoyl]piperidine-2-carboxylic acid